tert-butyl 6-[8-(1,3-benzothiazol-2-ylcarbamoyl)-3,4-dihydro-1H-isoquinolin-2-yl]-3-[3-[4-[1-(2-ethoxy-2-oxo-ethyl)-4-piperidyl]butyl]-2-methyl-phenyl]pyridine-2-carboxylate S1C(=NC2=C1C=CC=C2)NC(=O)C=2C=CC=C1CCN(CC21)C2=CC=C(C(=N2)C(=O)OC(C)(C)C)C2=C(C(=CC=C2)CCCCC2CCN(CC2)CC(=O)OCC)C